methyl 3-fluoro-5-methoxy-4-[1-methyl-4-(trifluoromethyl)imidazol-2-yl]benzoate FC=1C=C(C(=O)OC)C=C(C1C=1N(C=C(N1)C(F)(F)F)C)OC